1-[(2R,3S,4R,5R)-4-[(tert-butyldimethylsilyl)oxy]-5-{[(tert-butyldimethylsilyl)oxy]methyl}-5-cyclopropyl-3-fluorooxolan-2-yl]-3H-pyrimidine-2,4-dione [Si](C)(C)(C(C)(C)C)O[C@H]1[C@@H]([C@@H](O[C@]1(C1CC1)CO[Si](C)(C)C(C)(C)C)N1C(NC(C=C1)=O)=O)F